6-(4-ethoxy-2,3,5,6-tetrafluorophenyl)-2,2,7-trifluoro-2H-benzo[b][1,4]oxazin-3(4H)-one C(C)OC1=C(C(=C(C(=C1F)F)C1=CC2=C(OC(C(N2)=O)(F)F)C=C1F)F)F